chloro(tri-tert-butylphosphine) ClCC(C)(C)P(C(C)(C)C)C(C)(C)C